C(C)(C)(C)OP(=O)(OC(C)(C)C)OCOC(=O)N[C@H](CC(=O)OC(C)(C)C)CCC(=O)OCC1=CC=CC=C1 6-benzyl 1-(tert-butyl) (S)-3-(((((di-tert-butoxyphosphoryl)oxy)methoxy)carbonyl)amino)hexanedioate